N-(3-(difluoromethyl)-1-methyl-1H-pyrazol-5-yl)-2-((4-fluorophenyl)amino)benzamide 1-methylpyrrole-2-carboxylate CN1C(=CC=C1)C(=O)O.FC(C1=NN(C(=C1)NC(C1=C(C=CC=C1)NC1=CC=C(C=C1)F)=O)C)F